C(C)C=1C=C2C=CC=NC2=C(C1)C(=O)NC=1OC=CN1 6-ethyl-N-(oxazol-2-yl)quinoline-8-carboxamide